O=C[C@H](O)[C@H](O)[C@H](O)[C@H](O)C(=O)OC methyl alluronate